3-hydrazinylidene-1,2,4-triazinan-6-one N(N)=C1NNC(CN1)=O